ClC1=CC=C(C(=O)C2=C(SC(=C2C)C)NC([C@H](C)NC(OC(C)(C)C)=O)=O)C=C1 t-butyl [(2S)-1-{[3-(4-chlorobenzoyl)-4,5-dimethylthiophen-2-yl]amino}-1-oxopropan-2-yl]carbamate